isobutylamine C(C(C)C)N